FC1=C(CN2N=C(N=N2)C2=CC=CC(=N2)[C@@](CS(=O)(=O)N)(C)O)C=C(C=C1)OC (R)-2-(6-(2-(2-fluoro-5-methoxybenzyl)-2H-tetrazol-5-yl)pyridin-2-yl)-2-hydroxypropane-1-sulfonamide